The molecule is a monoterpenoid that is hexahydro-1-benzofuran-2-one carrying two methyl substituents at positions 3 and 6 as well as two hydroxy substituents at positions 5 and 6 (the 3R,3aR,5S,6S,7aR-diastereomer). It has a role as a plant metabolite. It is a monoterpenoid, a member of benzofurans, a gamma-lactone and a diol. C[C@@H]1[C@H]2C[C@@H]([C@@](C[C@H]2OC1=O)(C)O)O